(E)-2-(2-(3-chlorobenzenesulfonyl)vinyl)-3-fluoropyridine ClC=1C=C(C=CC1)S(=O)(=O)/C=C/C1=NC=CC=C1F